(S)-8-(2-amino-6-((R)-1-(4'-chloro-2'-methyl-[1,1'-biphenyl]-4-yl)-2,2,2-trifluoroethoxy)pyrimidin-4-yl)-2,8-diazaspiro[4.5]decane-3-carboxylic acid NC1=NC(=CC(=N1)N1CCC2(C[C@H](NC2)C(=O)O)CC1)O[C@@H](C(F)(F)F)C1=CC=C(C=C1)C1=C(C=C(C=C1)Cl)C